1-(((2-oxo-4-(o-tolyl)-2H-chromen-7-yl)methyl)carbamoyl)piperidine-4-carboxylic acid O=C1OC2=CC(=CC=C2C(=C1)C1=C(C=CC=C1)C)CNC(=O)N1CCC(CC1)C(=O)O